[8-(1-octylnonoxy)-8-oxo-octyl] (2S,4R)-1-[7,7-dimethyl-8-oxo-8-(4-pentylnonoxy)octyl]-4-hydroxy-pyrrolidine-2-carboxylate CC(CCCCCCN1[C@@H](C[C@H](C1)O)C(=O)OCCCCCCCC(=O)OC(CCCCCCCC)CCCCCCCC)(C(OCCCC(CCCCC)CCCCC)=O)C